C(=O)C1C[C@H]([C@H](N1C(=O)OCC1=CC=CC=C1)C(=O)OC)CCCB1OC(C(O1)(C)C)(C)C 1-benzyl 2-methyl (2S,3R)-5-formyl-3-(3-(4,4,5,5-tetramethyl-1,3,2-dioxaborolan-2-yl)propyl)pyrrolidine-1,2-dicarboxylate